methyl 2-[(1S,4S,5R)-5-[[4-cyclopropyl-1-(2,6-dichlorophenyl)-1H-1,2,3-triazol-5-yl]methoxy]-2-azabicyclo[2.2.1]heptan-2-yl]-4-[(3S)-oxolan-3-yl oxy]-1,3-benzothiazole-6-carboxylate C1(CC1)C=1N=NN(C1CO[C@H]1[C@@H]2CN([C@H](C1)C2)C=2SC1=C(N2)C(=CC(=C1)C(=O)OC)O[C@@H]1COCC1)C1=C(C=CC=C1Cl)Cl